C1(=C(OC)C=C(OC)C(OC)=C1)C=1C(=C(C(=CC1CC=C)OC)O)C asaryl-methyl-eugenol